1-(2-bromopyridin-3-yl)ethan-1-ol BrC1=NC=CC=C1C(C)O